2-methyl-5-hydroxy-6-(4-bromophenyl)-4H-pyran-4-one CC=1OC(=C(C(C1)=O)O)C1=CC=C(C=C1)Br